N-[2-(2,6-dioxopiperidin-3-yl)-1-oxo-3H-isoindol-5-yl]-[1,3]thiazolo[5,4-b]pyridine-5-carboxamide O=C1NC(CCC1N1C(C2=CC=C(C=C2C1)NC(=O)C1=CC=C2C(=N1)SC=N2)=O)=O